C(N)(O[C@@H]1[C@H](NC([C@H]1CC1CC1)=O)C1=CC=CC=C1)=O |r| (rac-(2r,3s,4s)-4-(cyclopropylmethyl)-5-oxo-2-phenylpyrrolidin-3-yl) carbamate